C1(=CC=CC=C1)N1C2=CC=CC=C2C=2C=C(C=CC12)C1=CC=C(C=C1)C=1C=C(C=CC1)C1=NC2=C3C(=C4C(=C2N=C1)C=CC=C4)C=CC=C3 2-[4'-(9-phenyl-9H-carbazole-3-yl)-3,1'-biphenyl-1-yl]dibenzo[f,h]quinoxaline